7-Fluoro-5-(2-(4-(trifluoromethyl)phenoxy)pyridin-3-yl)-1H-benzo[d][1,2,3]triazole FC1=CC(=CC2=C1NN=N2)C=2C(=NC=CC2)OC2=CC=C(C=C2)C(F)(F)F